CC1(CCN(CC1)CC1=C(C=C(CNC2=C3C(N(C(C3=CC=C2)=O)C2C(NC(CC2)=O)=O)=O)C=C1)C)C 4-(4-((4,4-dimethylpiperidin-1-yl)methyl)-3-methylbenzylamino)-2-(2,6-dioxopiperidin-3-yl)isoindoline-1,3-dione